6-chloro-[1,2,4]triazolo[4,3-b]pyridazin-8-amine ClC=1C=C(C=2N(N1)C=NN2)N